C(C1=CC=CC=C1)OC(=O)C1CCN(CC1)C=1C=NN2C1C=CC(=C2)C=2C=NN(C2)C 1-(6-(1-Methyl-1H-pyrazol-4-yl)pyrazolo[1,5-a]pyridin-3-yl)piperidine-4-carboxylic acid benzyl ester